tert-butyl N-[(3R)-5-[(4-cyanophenyl)methyl]-8-fluoro-1,1,4-trioxo-7-[6-(2,2,2-trifluoroethoxy)pyridazin-4-yl]-2,3-dihydro-1λ6,5-benzothiazepin-3-yl]carbamate C(#N)C1=CC=C(C=C1)CN1C([C@H](CS(C2=C1C=C(C(=C2)F)C2=CN=NC(=C2)OCC(F)(F)F)(=O)=O)NC(OC(C)(C)C)=O)=O